2-(2-ethyl-4-butoxycarbonylphenyl)formyloxy-1,3-propanediol C(C)C1=C(C=CC(=C1)C(=O)OCCCC)C(=O)OC(CO)CO